N(C#N)[C@H](C(F)(F)F)C1=NN(C=2N(C([C@H]([C@H](C21)C2=CC=C(C=C2)F)NC(C2=CC(=CC=C2)C(F)(F)F)=O)=O)CC)C2=CC=CC=C2 N-((4S,5S)-3-((S)-1-cyanamido-2,2,2-trifluoroethyl)-7-ethyl-4-(4-fluorophenyl)-6-oxo-1-phenyl-4,5,6,7-tetrahydro-1H-pyrazolo[3,4-b]pyridin-5-yl)-3-(trifluoromethyl)benzamide